N1(CCC1)C(CN1C(NC2=NC=C(C=C21)C2=C(C(=C(C=C2)F)C)F)=O)=O 1-[2-(azetidin-1-yl)-2-oxo-ethyl]-6-(2,4-difluoro-3-methyl-phenyl)-3H-imidazo[4,5-b]pyridin-2-one